6-chloro-7-(3-fluorophenyl)-N2-(3-hydroxy-2,2-dimethylpropyl)-3,4-dihydropyrrolo[1,2-a]pyrazine-2,8(1H)-dicarboxamide ClC1=C(C(=C2N1CCN(C2)C(=O)NCC(CO)(C)C)C(=O)N)C2=CC(=CC=C2)F